CN(C(CC)=O)CC1=NC=CC=C1 N-methyl-N-(2-pyridyl)methylpropanamide